C(C)NCCO 2-(ethylamino)ethane-1-ol